4-[[2-[4-(1-Cyclopropyl-1-methyl-ethyl)-2-fluoro-5-hydroxy-phenyl]acetyl]amino]-N-[1-(trifluoromethyl)cyclopropyl]pyridine-2-carboxamide C1(CC1)C(C)(C)C1=CC(=C(C=C1O)CC(=O)NC1=CC(=NC=C1)C(=O)NC1(CC1)C(F)(F)F)F